N-(3-{[5-bromo-2-({5-ethyl-2-methoxy-4-[4-(4-methylpiperazin-1-yl)piperidin-1-yl]phenyl}amino)pyrimidin-4-yl]amino}quinolin-4-yl)methanesulfonamide BrC=1C(=NC(=NC1)NC1=C(C=C(C(=C1)CC)N1CCC(CC1)N1CCN(CC1)C)OC)NC=1C=NC2=CC=CC=C2C1NS(=O)(=O)C